C(CC)P(C(CCC)CCCC)C(CCC)CCCC 1-propyl-di-(4-octyl)phosphine